3-methyl-2-methyl-acrylamide CC=C(C(=O)N)C